CN(C)C1=CC=CC=C1C2=CC=CC=C2P(C3=CC=CC=C3)C4=CC=CC=C4 2-diphenylphosphino-2'-(N,N-dimethylamino)biphenyl